methyl 4-((2S,5S)-2-((difluoromethoxy)methyl)-5-hydroxypiperidin-1-yl)benzoate FC(OC[C@H]1N(C[C@H](CC1)O)C1=CC=C(C(=O)OC)C=C1)F